Ethyl (2S)-2-(tert-butoxycarbonylamino)-3-(2,4-dichlorophenyl)propanoate C(C)(C)(C)OC(=O)N[C@H](C(=O)OCC)CC1=C(C=C(C=C1)Cl)Cl